(2-benzyloxy-5-chloro-phenyl) formate C(=O)OC1=C(C=CC(=C1)Cl)OCC1=CC=CC=C1